2-(5,7-difluoro-1H-indazol-3-yl)-N,N-dimethylethan-1-amine FC=1C=C2C(=NNC2=C(C1)F)CCN(C)C